N1[C@@H]2[C@H](CC1)CN(C2)C(=O)C2(CCN(CC2)C=2C=C(N=NC2)C2=C(C=CC=C2)O)C2=CC=CC=C2 2-(5-{4-[(3aR,6aR)-octahydropyrrolo[3,4-b]pyrrole-5-carbonyl]-4-phenylpiperidin-1-yl}pyridazin-3-yl)phenol